(R)-N-(cyclopropylmethyl)-1-(6-((5-(6-(pyrrolidin-1-yl)pyrazin-2-yl)-1,3,4-thiadiazol-2-yl)methyl)pyridin-3-yl)piperidin-3-amine C1(CC1)CN[C@H]1CN(CCC1)C=1C=NC(=CC1)CC=1SC(=NN1)C1=NC(=CN=C1)N1CCCC1